C1(CC1)C(NC(=O)C1=CN(C2=NC(=C(C=C2C1=O)F)N1CC(C1)(C)O)C1=NC=C(C=C1F)F)C1CC1 N-(dicyclopropylmethyl)-1-(3,5-difluoropyridin-2-yl)-6-fluoro-7-(3-hydroxy-3-methylazetidin-1-yl)-4-oxo-1,4-dihydro-1,8-naphthyridine-3-carboxamide